(2r,4s)-4-(4-amino-3-((1-cyclopropyl-1H-benzo[d]imidazol-5-yl)ethynyl)-1H-pyrazolo[4,3-c]pyridin-1-yl)-2-(methoxymethyl)pyrrolidine-1-carboxylic acid tert-butyl ester C(C)(C)(C)OC(=O)N1[C@H](C[C@@H](C1)N1N=C(C=2C(=NC=CC21)N)C#CC2=CC1=C(N(C=N1)C1CC1)C=C2)COC